N-phenyl-N-(thiophen-2-ylmethyl)-2-(thiophen-2-yloxy)acetamide methyl-4-[4-[[1-[(4-fluorophenyl)carbamoyl]cyclopropanecarbonyl]amino]phenoxy]quinoline-7-carboxylate COC(=O)C1=CC=C2C(=CC=NC2=C1)OC1=CC=C(C=C1)NC(=O)C1(CC1)C(NC1=CC=C(C=C1)F)=O.C1(=CC=CC=C1)N(C(COC=1SC=CC1)=O)CC=1SC=CC1